C1=CC=CC=2C3=CC=CC=C3C(C12)COC(=O)N(C(C(=O)OC(C)(C)C)CCC=1C=NC=NC1)C tert-Butyl 2-((((9H-fluoren-9-yl)methoxy) carbonyl)(methyl)amino)-4-(pyrimidin-5-yl)butanoate